CC1=C(C=C(C=C1)C=1C=C(C=NC1)NC(C)=O)NS(=O)(=O)C1=CC=CC=C1 N-(5-(4-methyl-3-(phenylsulfonylamino)phenyl)pyridin-3-yl)acetamide